C(#N)N1C2CCC(C1)[C@H]2NC(C2=CC=C(C=C2)C=2C=NC=CC2NC2=CC=CC=C2)=O N-((7R)-2-Cyano-2-azabicyclo[2.2.1]heptan-7-yl)-4-(4-(phenylamino)pyridin-3-yl)benzamid